dipolenon [Po](=[Po])=O